6-[2-[[4-[5-(Difluoromethyl)-1,3,4-oxadiazol-2-yl]-3-fluorophenyl]methyl]tetrazol-5-yl]-N-methylquinazolin-2-amine FC(C1=NN=C(O1)C1=C(C=C(C=C1)CN1N=C(N=N1)C=1C=C2C=NC(=NC2=CC1)NC)F)F